(S)-4-(3-(4-Amino-2-methylpyrido[3,2-d]pyrimidin-6-yl)phenyl)-2-(5-methylthiazol-2-yl)but-3-yn-2-ol NC=1C2=C(N=C(N1)C)C=CC(=N2)C=2C=C(C=CC2)C#C[C@](C)(O)C=2SC(=CN2)C